COC1=CC=C(CN(C2=NC=NN3C2=NC=C3C=3C(=NNC3)C)CC3=CC=C(C=C3)OC)C=C1 N,N-bis(4-methoxybenzyl)-7-(3-methyl-1H-pyrazol-4-yl)imidazo[2,1-f][1,2,4]triazin-4-amine